4-(2-hydroxyethyl)benzene-1,2-diol OCCC=1C=C(C(=CC1)O)O